1-[3-fluoro-5-isobutyl-2-(2H-tetrazol-5-yl)phenyl]-4-[(3-methoxy-2-pyridyl)meth-yl]piperazine FC=1C(=C(C=C(C1)CC(C)C)N1CCN(CC1)CC1=NC=CC=C1OC)C=1N=NNN1